O1COC=2C1=C1CN(CC1=CC2)C=2OC1=C(C=C(C=C1C(C2)=O)C)CCNC2(C(=O)O)CC=CC=C2 1-[2-(6,8-Dihydro-[1,3]dioxolo[4,5-e]isoindol-7-yl)-6-methyl-4-oxo-chromen-8-ylethylamino]benzoic acid